4-ethyl-oxazole-5-carboxamide C(C)C=1N=COC1C(=O)N